FC(C1=NC(=NO1)C1=CC=C(C=C1)CN1N=CC(=C1)C(=O)OC)(F)F methyl 1-[[4-[5-(trifluoromethyl)-1,2,4-oxadiazol-3-yl]phenyl]methyl]pyrazole-4-carboxylate